FC1(COC1)C1=CC=C(C=C1)CCCNC1=CN=C(NC1=O)C1=CC=CC=C1 5-((3-(4-(3-fluorooxetan-3-yl)phenyl)propyl)amino)-6-oxo-2-phenylpyrimidin